C1=CC=CC=2C3=CC=CC=C3C(C12)COC(=O)N[C@H](C(=O)OC(C)(C)C)CC1=C(C=C(C(=C1)OC)F)F tert-butyl (S)-2-((((9H-fluoren-9-yl)methoxy)carbonyl)amino)-3-(2,4-difluoro-5-methoxyphenyl)propanoate